BrC1=C2CCCOC2=C(C=C1)C=O 5-bromochroman-8-carbaldehyde